ClC1=CC=C(C=C1)N1CC(CC1=O)C(=O)NCC1=C(C=C(C=C1)Cl)Cl 1-(4-chlorophenyl)-N-[(2,4-dichlorophenyl)methyl]-5-oxopyrrolidine-3-carboxamid